methyl 4-(N,N-dimethylamino)-benzoate CN(C)C1=CC=C(C(=O)OC)C=C1